O=C1C(NC=CC1)=O Dioxotetrahydropyridine